C1=CC=CC2=CC3=CC=CC=C3C(=C12)CN1CC2N(CC1)C(CNC2=O)=O 2-(anthracen-9-ylmethyl)hexahydro-2H-pyrazino[1,2-a]pyrazine-6,9-dione